CC1(C2=CC=CC=C2NC=2C=CC=CC12)C 9,9-dimethyl-9,10-dihydroacridin